C(CC)C=1SC=CC1 2-Propylthiophen